1-heneicosanoyl-2-(5Z,8Z,11Z,14Z,17Z-eicosapentaenoyl)-glycero-3-phosphoserine CCCCCCCCCCCCCCCCCCCCC(=O)OC[C@H](COP(=O)(O)OC[C@@H](C(=O)O)N)OC(=O)CCC/C=C\C/C=C\C/C=C\C/C=C\C/C=C\CC